C(C)(C)(C)OC(=O)N1[C@H](CC(C1)N1N=C(C(=C1Br)C#N)Br)COC (2R)-4-(3,5-dibromo-4-cyanopyrazol-1-yl)-2-(methoxymethyl)pyrrolidine-1-carboxylic acid tert-butyl ester